5-iodo-1,3,3a-triazaindene IC1=CN2N=CN=C2C=C1